ClC=1C=NN(C1CC1N(C(C2=CC=CC=C12)=O)CC1CC2(C1)SC(NC2)=O)C 2-((1-((4-chloro-1-methyl-1H-pyrazol-5-yl)methyl)-3-oxoisoindolin-2-yl)methyl)-5-thia-7-azaspiro[3.4]octan-6-one